6,6-dimethyl-6,7-dihydro-5H-cyclopenta[b]pyridin-7-ol CC1(CC=2C(=NC=CC2)C1O)C